ClCCCC=1C(=C2CC(CC2=C(C1B1N(C(C2=C(N1)C=CC=C2)=O)[C@H](C)C2=CC=CC=C2)C)(C(=O)OC)C(=O)OC)C (R)-dimethyl (R)-5-(3-chloropropyl)-4,7-dimethyl-6-(4-oxo-3-(1-phenylethyl)-3,4-dihydrobenzo[d][1,3,2]diazaborinin-2(1H)-yl)-1,3-dihydro-2H-indene-2,2-dicarboxylate